N-(4-Methyl-3-(1-methyl-2-oxo-7-((6-(4-(prop-2-yn-1-yl)piperazin-1-yl)pyridin-3-yl)amino)-1,4-dihydropyrimido[4,5-d]pyrimidin-3(2H)-yl)phenyl)-3-(trifluoromethyl)benzamide CC1=C(C=C(C=C1)NC(C1=CC(=CC=C1)C(F)(F)F)=O)N1C(N(C2=NC(=NC=C2C1)NC=1C=NC(=CC1)N1CCN(CC1)CC#C)C)=O